F[B-](C=C)(F)F trifluoro(vinyl)boranuide